CC1(C(C(C2=CC(=CC=C12)C)(C)C)C)C 1,1,2,3,3,5-hexamethylindan